ethyl 2-(7-benzylsulfanyl-1,2-benzoxazol-3-yl)acetate C(C1=CC=CC=C1)SC1=CC=CC=2C(=NOC21)CC(=O)OCC